(2S,3S,4R,5R,6R)-2-(methoxycarbonyl)-6-(2-oxoethyl)tetrahydro-2H-pyran-3,4,5-triyl triacetate C(C)(=O)O[C@@H]1[C@H](O[C@@H]([C@H]([C@H]1OC(C)=O)OC(C)=O)CC=O)C(=O)OC